O1CC(=CC1)C1=NC=NC=C1C1=NN2C(C(=N1)NCC1=CC=C(C=C1)C=1N(C=C(N1)C(F)(F)F)C(C)C)=NC=C2 2-(4-(2,5-dihydrofuran-3-yl)pyrimidin-5-yl)-N-(4-(1-isopropyl-4-(trifluoromethyl)-1H-imidazol-2-yl)benzyl)imidazo[2,1-f][1,2,4]triazin-4-amine